C(C)(C)C1=NN(C(C=2N1C1=C(C2)C=CS1)=O)CC(=O)N[C@H]1CN(CCC1)C(COC)C 2-(8-isopropyl-5-oxothieno[3',2':4,5]pyrrolo[1,2-d][1,2,4]triazin-6(5H)-yl)-N-((3R)-1-(1-methoxypropan-2-yl)piperidin-3-yl)acetamide